OC(COC=1C=CC(=NC1)C=O)CC 5-(2-hydroxybutoxy)picolinaldehyde